(rac)-(R)-1-((5-fluoropyridin-2-yl)methyl)-3-(4-(2-hydroxy-1-(2-methyl-1H-imidazol-1-yl)ethyl)phenyl)urea FC=1C=CC(=NC1)CNC(=O)NC1=CC=C(C=C1)[C@H](CO)N1C(=NC=C1)C |r|